1-[(3S)-3-[4-(3-chloro-2-fluoro-anilino)pyrido[3,4-d]pyrimidin-6-yl]pyrrolidin-1-yl]prop-2-en-1-one ClC=1C(=C(NC=2C3=C(N=CN2)C=NC(=C3)[C@@H]3CN(CC3)C(C=C)=O)C=CC1)F